benzyl-ethyl-malonic acid dipropyl ester C(CC)OC(C(C(=O)OCCC)(CC)CC1=CC=CC=C1)=O